ClC1=C(C=CC=C1)C1=C(C=NO1)C(=O)NC=1C(=NC=CN1)N 5-(2-chlorophenyl)-N-(2-aminopyrazinyl)isoxazole-4-carboxamide